FC12CC(C1)(C2)CNCC=2C=CC=1N(C2)C=C(N1)CN1N=NC(=C1)C1=C2C=NN(C2=CC(=C1)SC)C1OCCCC1 1-(3-fluorobicyclo[1.1.1]pentan-1-yl)-N-((2-((4-(6-(methylthio)-1-(tetrahydro-2H-pyran-2-yl)-1H-indazol-4-yl)-1H-1,2,3-triazol-1-yl)methyl)imidazo[1,2-a]pyridin-6-yl)methyl)methylamine